FC1=C(C=CC(=C1)F)C1=CC(=NO1)C(=O)NCC(C)(C1=NC(=CC=C1)C)C=1C=NN(C1)C 5-(2,4-difluorophenyl)-N-[2-(1-methylpyrazol-4-yl)-2-(6-methyl-2-pyridyl)propyl]isoxazole-3-carboxamide